Methyl (1r,4r)-4-(6-(5-Chloro-2-Fluorophenyl)-4-((2-(3-(4-Methylpiperazin-1-yl)Propanamido)Pyridin-4-yl)Amino)Pyridazin-3-yl)Cyclohexan-1-Carboxylat ClC=1C=CC(=C(C1)C1=CC(=C(N=N1)C1CCC(CC1)C(=O)OC)NC1=CC(=NC=C1)NC(CCN1CCN(CC1)C)=O)F